trans-N-(2-(2-(((2S,5S)-2-(6-aminopyridin-3-yl)-5-methylmorpholino)methyl)cyclopropyl)ethyl)-1H-indole-2-carboxamide NC1=CC=C(C=N1)[C@@H]1OC[C@@H](N(C1)C[C@H]1[C@@H](C1)CCNC(=O)C=1NC2=CC=CC=C2C1)C